ClC[C@@H](COC1=CC=C(C=C1)C(C)(C)C1=CC=C(C=C1)OC[C@H](CN1CCNCC1)O)O (R)-1-chloro-3-(4-(2-(4-((S)-2-hydroxy-3-(piperazin-1-yl)propoxy)phenyl)propan-2-yl)phenoxy)propan-2-ol